FC(C1=NN=C(O1)C=1C=CC(=NC1)CN(S(=O)(=O)CCCN1CCOCC1)C1=CC=CC=C1)F N-((5-(5-(difluoromethyl)-1,3,4-oxadiazol-2-yl)pyridin-2-yl)methyl)-3-morpholino-N-phenylpropane-1-sulfonamide